N-(6-(6-chloro-3-fluoro-2-(hydroxymethyl)phenyl)imidazo[1,2-a]pyridin-2-yl)-2-fluorocyclopropane-1-carboxamide ClC1=CC=C(C(=C1C=1C=CC=2N(C1)C=C(N2)NC(=O)C2C(C2)F)CO)F